(R)-tert-butyl 4-(3-(3-chloro-4-(dimethylcarbamoyl) phenoxy)pyrrolidin-1-yl)piperidine-1-carboxylate ClC=1C=C(O[C@H]2CN(CC2)C2CCN(CC2)C(=O)OC(C)(C)C)C=CC1C(N(C)C)=O